2,4-Dichloro-5-methyl-6-(trifluoromethyl)pyrimidine ClC1=NC(=C(C(=N1)Cl)C)C(F)(F)F